(2R)-2-methoxypropan-1-amine hydrochloride Cl.CO[C@@H](CN)C